methyl-N-(4-((4-(4-cyano-6-methylpyrimidin-2-yl)piperazin-1-yl)sulfonyl)phenyl)-2-((2-oxooxazolidin-3-yl)methyl)benzamide CC=1C(=C(C(=O)NC2=CC=C(C=C2)S(=O)(=O)N2CCN(CC2)C2=NC(=CC(=N2)C#N)C)C=CC1)CN1C(OCC1)=O